ClC1=CC=C(C=C1)C1=NN(C=N1)CC(O)C(C)C1CC1 (4-chlorophenyl)-α-(1-cyclopropyl-ethyl)-1H-1,2,4-triazole-1-ethanol